C(=O)(OC(C)(C)C)N1[C@H](COCC1)CN (S)-N-Boc-3-aminomethyl-morpholine